4-(4-carbomethoxyphenyl)-5-methyl-4-phenyl-3-trifluoromethyl-indolopyranone C(=O)(OC)C1=CC=C(C=C1)C1(C(C(OC2=C1N(C=1C=CC=CC12)C)=O)C(F)(F)F)C1=CC=CC=C1